N-(4-(2-aminopyrimidin-4-yl)phenyl)-4-fluoro-benzamide NC1=NC=CC(=N1)C1=CC=C(C=C1)NC(C1=CC=C(C=C1)F)=O